IC=1C=CC=2N(C1)C=NC2C(=O)OCC ethyl 6-iodoimidazo[1,5-a]pyridine-1-carboxylate